C1(=CC=CC=C1)S(=O)(=O)C=1O[C@@H]([C@]([C@@](C1)(O)O[Si](C(C)C)(C(C)C)C(C)C)(O)[SiH2]C(C)(C)C)CO[SiH2]C(C)(C)C 1-phenylsulfonyl-3-triisopropylsiloxy-4,6-O-di-tert-butylsilyl-D-glucal